C(C)(C)(C)OC(=O)N(C(OC(C)(C)C)=O)C1=NC(=C(C(=N1)Cl)OC(C)C)Cl tert-butyl N-tert-butoxycarbonyl-N-(4,6-dichloro-5-isopropoxy-pyrimidin-2-yl)carbamate